butyl 4-acetylsulfanylpiperidine-1-carboxylate C(C)(=O)SC1CCN(CC1)C(=O)OCCCC